(8R,9aS)-2-(2-hydroxyacetyl)-8-(2,3,4-trichloro-6-hydroxyphenyl)octahydro-4H-pyrido[1,2-a]pyrazin-4-one OCC(=O)N1C[C@H]2N(C(C1)=O)CC[C@H](C2)C2=C(C(=C(C=C2O)Cl)Cl)Cl